1-{4-chloro-6-[(1S)-1-[(2S,4S)-4-fluoro-1-methylpyrrolidin-2-yl]ethoxy]pyrimidin-2-yl}-4-(2,6-difluorophenyl)-4-methylpentane-1,3-dione ClC1=NC(=NC(=C1)O[C@@H](C)[C@H]1N(C[C@H](C1)F)C)C(CC(C(C)(C)C1=C(C=CC=C1F)F)=O)=O